pyridine-3-carbonyl azide N1=CC(=CC=C1)C(=O)N=[N+]=[N-]